CC1=NC2=CC=C(C=C2C(=C1)C1=CC=CC2=CC=CC=C12)C(=O)OCC ethyl 2-methyl-4-(naphthalen-1-yl)quinoline-6-carboxylate